CC(C1=NC(=NC(=C1)C)C1=NNC=C1)C dimethylpyrazolyldimethylpyrimidine